FC(OC1=C(C=CC(=C1F)F)[C@H]1[C@@H](O[C@]([C@H]1C)(C(F)(F)F)C)C(=O)NC1=CC(=NC=C1C)C(=O)N)F 4-((2R,3S,4S,5R)-3-(2-(difluoromethoxy)-3,4-difluorophenyl)-4,5-dimethyl-5-(trifluoromethyl)tetrahydrofuran-2-carboxamido)-5-methylpicolinamide